N-{[3-(4-{[(3S,4R)-3-fluoropiperidin-4-yl]amino}-1-(2,2,2-trifluoroethyl)-1H-indol-2-yl)-1,2,4-oxadiazol-5-yl]methyl}-5-[1-(methoxymethyl)cyclopropyl]thiophene-2-carboxamide F[C@H]1CNCC[C@H]1NC1=C2C=C(N(C2=CC=C1)CC(F)(F)F)C1=NOC(=N1)CNC(=O)C=1SC(=CC1)C1(CC1)COC